(3-chloro-2-fluoro-6-methoxyphenyl)-N-(5-(1,1-difluoroethyl)-1,3,4-thiadiazol-2-yl)-6-(1-methyl-1H-pyrazol-3-yl)nicotinamide ClC=1C(=C(C(=CC1)OC)C1=C(C(=O)NC=2SC(=NN2)C(C)(F)F)C=CC(=N1)C1=NN(C=C1)C)F